CN(C/C=C/C(=O)N1CC(N(CC1)C=1OC(=CC1)C)=O)C (e)-4-(4-(dimethylamino)but-2-enoyl)-1-(5-methylfuran-2-yl)piperazin-2-one